COC1=CC=C(C=C1)N(C(=O)N1CC(C1)N(C([O-])=O)C1CN(C1)C1=CC(=C(C(=C1)F)C1C(NC(CC1)=O)=O)F)C 1-((4-methoxyphenyl)(methyl)carbamoyl)azetidin-3-yl(1-(4-(2,6-dioxopiperidin-3-yl)-3,5-difluorophenyl) azetidin-3-yl)carbamate